FC(C(C[N+](=O)[O-])(O)C1=CC=CC=C1)(F)F 1,1,1-Trifluoro-3-nitro-2-phenylpropan-2-ol